1-(5-((2R,4S)-2-(2,5-difluorophenyl)-4-hydroxypyrrolidin-1-yl)pyrazolo[1,5-a]pyrimidin-3-yl)-3-((1R,2R)-2-hydroxycyclopropyl)urea FC1=C(C=C(C=C1)F)[C@@H]1N(C[C@H](C1)O)C1=NC=2N(C=C1)N=CC2NC(=O)N[C@H]2[C@@H](C2)O